5-((4-((4'-chloro-5,5-dimethyl-3,4,5,6-tetrahydro-[1,1'-biphenyl]-2-yl)methyl)-2-(trifluoromethyl)piperazin-1-yl)methyl)-2-(2,4-dioxotetrahydropyrimidin-1(2H)-yl)isoindoline-1,3-dione ClC1=CC=C(C=C1)C1=C(CCC(C1)(C)C)CN1CC(N(CC1)CC=1C=C2C(N(C(C2=CC1)=O)N1C(NC(CC1)=O)=O)=O)C(F)(F)F